(R)-{5-[1-(2-Amino-ethyl)-5-(tetrahydro-pyran-4-yl)-1H-[1,2,4]triazol-3-yl]-pyridin-3-yl}-(1,3-dimethyl-azetidin-3-yl)-(4-isopropyl-phenyl)-methanol NCCN1N=C(N=C1C1CCOCC1)C=1C=C(C=NC1)[C@@](O)(C1=CC=C(C=C1)C(C)C)C1(CN(C1)C)C